C1OCC12CN(C2)C(=N)N 2-oxa-6-azaspiro[3.3]heptane-6-carboxamidine